N-(4-chlorobenzyl)-6-fluoro-N-methyl-2H-benzopyran-3-carboxamide ClC1=CC=C(CN(C(=O)C=2COC3=C(C2)C=C(C=C3)F)C)C=C1